rac-N-{(1R,6S)-2,2-difluoro-6-[4-(propan-2-yl)piperazin-1-yl]cyclohexyl}-4-(4-methylphenyl)piperidine-1-carboxamide FC1([C@@H]([C@H](CCC1)N1CCN(CC1)C(C)C)NC(=O)N1CCC(CC1)C1=CC=C(C=C1)C)F |r|